6-(methoxycarbonyl)pyridin-3-ylboronic acid COC(=O)C1=CC=C(C=N1)B(O)O